C(C)S(=O)(=O)C1=CC=C(C=C1)CC(=O)NC1=CC=C(C=C1)C1=NC2=C(N1[C@H](C)C1=CC=C(C=C1)C)C=CC(=C2)OC (R)-2-(4-(ethylsulfonyl)phenyl)-N-(4-(5-methoxy-1-(1-(p-tolyl)ethyl)-1H-benzo[d]imidazol-2-yl)phenyl)acetamide